(S)-(3-(3-chlorophenyl)-2,7-dimethyl-2,4,5,7-tetrahydro-6H-pyrazolo[3,4-c]pyridin-6-yl)(5-isopropoxypyridin-3-yl)methanone ClC=1C=C(C=CC1)C=1N(N=C2[C@@H](N(CCC21)C(=O)C=2C=NC=C(C2)OC(C)C)C)C